CCCSCCO 2-(n-propylthio)ethanol